C(C)(C)C12C(C(=CC=C1)C(C)C)O2 2,6-diisopropylbenzene oxide